3-(4-fluoro-1-oxo-5-(1-((4-oxo-3-(pyridin-2-yl)-3,4-dihydroquinazolin-6-yl)methyl)piperidin-4-yl)isoindolin-2-yl)piperidine-2,6-dione FC1=C2CN(C(C2=CC=C1C1CCN(CC1)CC=1C=C2C(N(C=NC2=CC1)C1=NC=CC=C1)=O)=O)C1C(NC(CC1)=O)=O